4-phenyl-benzo[h]quinoline-2-carbaldehyde C1(=CC=CC=C1)C1=CC(=NC2=C3C(=CC=C12)C=CC=C3)C=O